(ethylenediaminetetraacetic acid) sodium iron [Fe].[Na].C(CN(CC(=O)O)CC(=O)O)N(CC(=O)O)CC(=O)O